C1(CC1)CN1C(=C(C2=CC(=CC(=C12)C=1C(=NC(=CC1)C)CC)C(=O)N1CCN(CC1)C1CC1)F)C=1CN(CCC1)C(=O)OC(C)(C)C tert-butyl 3-(1-(cyclopropylmethyl)-5-(4-cyclopropylpiperazine-1-carbonyl)-7-(2-ethyl-6-methylpyridin-3-yl)-3-fluoro-1H-indol-2-yl)-5,6-dihydropyridine-1(2H)-carboxylate